ClC=1C=CC(=NC1)C=1OC(=CN1)C(=O)OCC ethyl 2-(5-chloropyridin-2-yl)-1,3-oxazole-5-carboxylate